2,3-dichloro-5,6-dicyano-4-hydroxyphenyl-phenoxide methyl-7-bromo-3-methyl-2-oxo-2,3-dihydro-1H-benzo[d]imidazole-5-carboxylate COC(=O)C1=CC2=C(NC(N2C)=O)C(=C1)Br.ClC1=C(C(=C(C(=C1Cl)O)C#N)C#N)C1=C([O-])C=CC=C1